6-oxo-4-(((trifluoromethyl)sulfonyl)oxy)-1,6-dihydropyridine-3-carboxylic acid methyl ester COC(=O)C1=CNC(C=C1OS(=O)(=O)C(F)(F)F)=O